BrC1=NC=CC(=C1O)NC(=O)C=1C(=NC=NC1OC)C1CC1 N-(2-bromo-3-hydroxypyridin-4-yl)-4-cyclopropyl-6-methoxypyrimidine-5-carboxamide